FC1=CC=C(C=C1)C1=C(N=C(C2=CC(=CC=C12)O)OC1CC(C1)C(=O)O)C(COC)(C)C 3-[[4-(4-fluorophenyl)-7-hydroxy-3-(2-methoxy-1,1-dimethyl-ethyl)-1-isoquinolyl]oxy]cyclobutanecarboxylic acid